CCCCCCCCCCCCCC/C=C\\OC[C@H](COP(=O)(O)OCCN)OC(=O)CCC/C=C\\C/C=C\\C/C=C\\C/C=C\\CCCCC The molecule is a 1-(alk-1-enyl)-2-acyl-sn-glycero-3-phosphoethanolamine in which the alkenyl and acyl groups are specified as (1Z)-hexadecenyl and arachidonoyl respectively. It has a role as a mouse metabolite. It derives from an arachidonic acid. It is a tautomer of a 1-(1Z-hexadecenyl)-2-arachidonoyl-sn-glycero-3-phosphoethanolamine zwitterion.